tert-butyl 3-[[4-[1-(2,6-dioxo-3-piperidyl)-3-methyl-2-oxo-benzimidazol-5-yl] piperazin-1-yl]methyl]azetidine-1-carboxylate O=C1NC(CCC1N1C(N(C2=C1C=CC(=C2)N2CCN(CC2)CC2CN(C2)C(=O)OC(C)(C)C)C)=O)=O